[N+](=O)([O-])C1=CC2=C(NC(CO2)=O)C=C1 7-nitro-4H-1,4-benzoxazin-3-one